COC1=C(C(=CC(=C1)OC)COC1=CC=CC=C1)C(C=C)=O (2,4-Dimethoxy-6-(phenoxymethyl)phenyl)prop-2-en-1-one